C(CCCCCCCCCCCCCCCCCCC)(=O)OCCCCCCCC\C=C/CCCC myristoleyl arachidate